N2-(2-methylphenethyl)-N4-(2-(4-methylpiperazin-1-yl)ethyl)quinazoline-2,4-diamine CC1=C(CCNC2=NC3=CC=CC=C3C(=N2)NCCN2CCN(CC2)C)C=CC=C1